C1(CC1)[C@@](C(F)(F)C=1C(=C(C=CC1)[C@@H](C)NC=1C2=C(N=C(N1)C)C=NC(=C2)P2(CCCC2)=O)F)(C)O 1-(4-{[(1R)-1-{3-[(2R)-2-cyclopropyl-1,1-difluoro-2-hydroxypropyl]-2-fluorophenyl}ethyl]amino}-2-methylpyrido[3,4-d]pyrimidin-6-yl)-1lambda5-phospholan-1-one